COC1=C(C=CC=C1)C1=NC=CC=C1C(=O)N (2-methoxyphenyl)pyridine-3-carboxamide